ClC1=C(C=C(C(=C1)F)C1=NC=NC2=CC(=CC=C12)N1CCOCC1)C(C=1CCC(N(N1)C)=O)O 6-{[2-Chloro-4-fluoro-5-(7-morpholin-4-yl-quinazolin-4-yl)-phenyl]hydroxy-methyl}-2-methyl-4,5-dihydro-2H-pyridazin-3-one